benzyl 4-{5-[5-bromo-1-ethyl-3-(3-hydroxy-2,2-dimethylpropyl)pyrrolo[3,2-b]pyridin-2-yl]-6-[(1S)-1-methoxyethyl]pyridin-3-yl}piperazine-1-carboxylate BrC1=CC=C2C(=N1)C(=C(N2CC)C=2C=C(C=NC2[C@H](C)OC)N2CCN(CC2)C(=O)OCC2=CC=CC=C2)CC(CO)(C)C